4-(5-(2,6-dimethylphenoxy)-1-methyl-2-oxo-1,2-dihydropyridin-4-yl)-6-methyl-2-(2-(tetrahydro-2H-pyran-2-yl)-2H-1,2,3-triazol-4-yl)-1,6-dihydro-7H-pyrrolo[2,3-c]pyridin-7-one CC1=C(OC=2C(=CC(N(C2)C)=O)C=2C3=C(C(N(C2)C)=O)NC(=C3)C3=NN(N=C3)C3OCCCC3)C(=CC=C1)C